1-(2-hydroxyethyl)-4-hexadecyl-imidazole bromide salt [Br-].OCCN1C=NC(=C1)CCCCCCCCCCCCCCCC